9'-chloro-7'-methoxy-6'-[3-(pyrrolidin-1-yl)propoxy]-2',3'-dihydrospiro[cyclobutane-1,1'-cyclopenta[b]quinoline] ClC1=C2C(=NC=3C=C(C(=CC13)OC)OCCCN1CCCC1)CCC21CCC1